DL-aspartamid N[C@@H](CC(=O)N)C(=O)N |r|